2,2,6,6-tetramethylpiperidylzinc chloride [Cl-].CC1(N(C(CCC1)(C)C)[Zn+])C